C(#N)CC1C(C1C)C(=O)N (E)-2-(cyanomethyl)-3-methylcyclopropane-1-carboxamide